C1(CC1)CNC(=O)C=1C=C2C=CC(=CC2=CC1)OC1=CC=NC2=CC(=C(C=C12)C(=O)N)OC 4-((6-((cyclopropylmethyl)carbamoyl)naphthalen-2-yl)oxy)-7-methoxyquinoline-6-carboxamide